R-phenyl-hydroxyketone C1(=CC=CC=C1)C(=O)O